3-(6-(4-carboxylphenyl)-2,6-diazaspiro[3.3]heptan-2-yl)-2-(1H-pyrrol-1-yl)benzoic acid C(=O)(O)C1=CC=C(C=C1)N1CC2(CN(C2)C=2C(=C(C(=O)O)C=CC2)N2C=CC=C2)C1